C(C(=C)C)(=O)O (E)-methacrylic acid